CC1=C(C=NC(=C1)C(F)(F)F)CC(=O)[O-].[Li+] Lithium 2-[4-methyl-6-(trifluoromethyl)-3-pyridyl]acetate